C(C)(C)(C)OC(CN(S(=O)(=O)C)CCCC1=NC2=C(C(=CC=C2C(=C1)C=1C=NN(C1)C(=O)OC(C)(C)C)Cl)Cl)=O tert-Butyl 4-(2-(3-(N-(2-(tert-butoxy)-2-oxoethyl)methylsulfonamido) propyl)-7,8-dichloroquinolin-4-yl)-1H-pyrazole-1-carboxylate